(7-fluoro-5-((3-fluorophenyl)(methyl)amino)-[1,2,4]Triazolo[4,3-a]Quinazoline-8-yl)methanol FC=1C=C2C(=NC=3N(C2=CC1CO)C=NN3)N(C)C3=CC(=CC=C3)F